6-[3-(4-fluorophenyl)-7,8-dihydro-5H-1,6-naphthyridin-6-yl]-5-methyl-pyridine FC1=CC=C(C=C1)C=1C=NC=2CCN(CC2C1)C1=C(C=CC=N1)C